C(#N)C[C@@H]1N(CCN(C1)C=1C2=C(N=C(N1)OC[C@H]1N(CCC1)C)CN(CC2)C2=CC=C(C1=CC=CC=C21)F)C(=O)OCC2=CC=CC=C2 benzyl (2S)-2-(cyanomethyl)-4-[7-(4-fluoro-1-naphthyl)-2-[[(2S)-1-methylpyrrolidin-2-yl]methoxy]-6,8-dihydro-5H-pyrido[3,4-d]pyrimidin-4-yl]piperazine-1-carboxylate